O1C=CC2=C1C=CC(=C2)N(C2=CC(N(C=1C=CC(=NC21)C#N)C)=O)CC2CC2 8-(benzofuran-5-yl-(cyclopropylmethyl)amino)-5-methyl-6-oxo-5,6-dihydro-1,5-naphthyridine-2-carbonitrile